2-(1-methyl-1H-indazol-5-yl)-5-nitrobenzonitrile CN1N=CC2=CC(=CC=C12)C1=C(C#N)C=C(C=C1)[N+](=O)[O-]